FC(C1=CC(=NC(=C1)C1=C(C=CC(=C1)C)C=1C(=C(C=C(C1)C(C)(C)C)C12CC3CC(CC(C1)C3)C2)[O-])C2=C(C=CC(=C2)C)C=2C(=C(C=C(C2)C(C)(C)C)C23CC1CC(CC(C2)C1)C3)[O-])(F)F.C[Zr+2]C Dimethylzirconium [2',2'''-(4-(trifluoromethyl)pyridine-2,6-diyl)bis(3-((3r,5r,7r)-adamantan-1-yl)-5-(tert-butyl)-4'-methyl-[1,1'-biphenyl]-2-olate)]